FC1=CC=C2C=C(C=C(C2=C1F)C1=C(C=C2C(=NC(=NC2=C1F)OC[C@]12CCCN2C[C@@H](C1)F)N1CCOC[C@](C1)(O)C)F)O (6S)-4-(7-(7,8-difluoro-3-hydroxynaphthalen-1-yl)-6,8-difluoro-2-(((2R,7aS)-2-fluorotetrahydro-1H-pyrrolizin-7a(5H)-yl)methoxy)quinazolin-4-yl)-6-methyl-1,4-oxazepan-6-ol